C(C)(C)OCC(=O)N1CCNCC1 2-isopropoxy-1-(piperazin-1-yl)ethan-1-one